ClC1=C(C(=O)N(C)C)C=CC(=C1)NC1CN(C1)C1CCN(CC1)C(=O)C1(CCC1)C1=CC=C(C=C1)F 2-chloro-4-(1-(1-(1-(4-fluorophenyl)cyclobutanecarbonyl)piperidin-4-yl)azetidin-3-ylamino)-N,N-dimethyl-benzamide